C(CC#C)C1(N=N1)CCC(=O)N1CCC(CC1)COC1=CC(=NC=2N1N=C(C2)C)C 3-(3-(but-3-yn-1-yl)-3H-diazirin-3-yl)-1-(4-(((2,5-dimethylpyrazolo[1,5-a]pyrimidin-7-yl)oxy)methyl)piperidin-1-yl)propan-1-one